(1R,3S,5R)-2-(2-(4-amino-6-(methoxymethyl)-9H-pyrimido[4,5-b]indol-9-yl)acetyl)-N-(6-bromopyridin-2-yl)-2-azabicyclo[3.1.0]hexane-3-carboxamide NC1=NC=NC=2N(C3=CC=C(C=C3C21)COC)CC(=O)N2[C@@H]1C[C@@H]1C[C@H]2C(=O)NC2=NC(=CC=C2)Br